CC1(OB(OC1(C)C)C=1C=NN(C1)C1CCNCC1)C 4-[4-(4,4,5,5-tetramethyl-1,3,2-dioxaborolan-2-yl)-1H-pyrazol-1-yl]piperidin